2-oxo-N-(1H-pyrazolo[4,3-c]pyridin-7-yl)-2-[(2R,5S)-5-methyl-2-[3-[[(2R)-1-methylpyrrolidin-2-yl]methoxy]phenyl]-1-piperidyl]acetamide O=C(C(=O)NC=1C2=C(C=NC1)C=NN2)N2[C@H](CC[C@@H](C2)C)C2=CC(=CC=C2)OC[C@@H]2N(CCC2)C